C1(=CC=CC=C1)[C@H](C)N[C@@H]1C(NC2=C(CC1)C=CC=C2)=O (1S)-(3S)-3-[[(1S)-1-phenylethyl]amino]-1,3,4,5-tetrahydro-1-benzoazepin-2-one